C(C1=CC=CC=C1)N1CCN(CC(C1)(C)O)C(=O)OC(C)(C)C tert-Butyl 4-benzyl-6-hydroxy-6-methyl-1,4-diazepane-1-carboxylate